5-cyano-7-fluoro-1H-indol C(#N)C=1C=C2C=CNC2=C(C1)F